[I-].FC1=C(/C=C/C2=[N+](C3=CC=CC=C3C=C2)C)C(=C(C(=C1F)OC)F)F (E)-2-(2,3,5,6-Tetrafluoro-4-methoxystyryl)-1-methylquinolinium iodide